5-(6-bromo-7-methoxyquinazolin-4-yl)-2-methyl-4-phenyloxazole BrC=1C=C2C(=NC=NC2=CC1OC)C1=C(N=C(O1)C)C1=CC=CC=C1